ClC=1C(=NC=C(C1OC=1C(=C2C(N(C=NC2=CC1)C)=O)C)F)NS(=O)(=O)CCC N-(3-chloro-4-((3,5-dimethyl-4-oxo-3,4-dihydroquinazolin-6-yl)oxy)-5-fluoropyridin-2-yl)propane-1-sulfonamide